dimethylsilyl-fluorenyl-adamantylamino-hafnium dichloride [Cl-].[Cl-].C[SiH](C)[Hf+2](NC12CC3CC(CC(C1)C3)C2)C2=CC=CC=3C1=CC=CC=C1CC23